C(C)OC(=O)C1CCN(CC1)C(=O)OC(C)(C)C piperidine-1,4-dicarboxylic acid 1-(tert-butyl) ester 4-ethyl ester